3,3'-tetramethylenebis(1,2,4-triazole) N1N=C(N=C1)CCCCC1=NNC=N1